{1-[1-(biphenyl-4-ylcarbonyl)piperidin-4-yl]-3-[4-(7H-pyrrolo[2,3-d]pyrimidin-4-yl)-1H-pyrazol-1-yl]azetidin-3-yl}acetonitrile C1(=CC=C(C=C1)C(=O)N1CCC(CC1)N1CC(C1)(N1N=CC(=C1)C=1C2=C(N=CN1)NC=C2)CC#N)C2=CC=CC=C2